C(N)(=O)C=1N(C2=CC(=CC=C2C1)OC(F)(F)F)C1=CC=CC(=N1)N1[C@@H](CC1)C(=O)O (S)-1-(6-(2-carbamoyl-6-(trifluoromethoxy)-1H-indol-1-yl)pyridin-2-yl)azetidine-2-carboxylic acid